FC(C(=O)O)(F)F.N1CCC(CC1)N1C(CCC1=O)=O 1-(piperidin-4-yl)pyrrolidine-2,5-dione trifluoroacetate salt